ClC1=C(OCC(CN2CCN(CC2)C(=O)OC(C)(C)C)O)C=CC=C1 4-(3-(2-chlorophenoxy)-2-hydroxypropyl)-1-t-butoxycarbonylpiperazine